(S)-1-(2-(1-((2,2-dimethyl-2,3-dihydropyrazolo[5,1-b]oxazol-6-yl)methyl)-3-methyl-1H-pyrazol-5-yl)-4-fluorophenyl)ethan-1-ol CC1(CN2C(O1)=CC(=N2)CN2N=C(C=C2C2=C(C=CC(=C2)F)[C@H](C)O)C)C